5-(2-morpholino-2-oxo-1-phenylethyl)-1,5-dihydro-4H-pyrazolo[3,4-d]pyrimidin-4-one O1CCN(CC1)C(C(C1=CC=CC=C1)N1C=NC2=C(C1=O)C=NN2)=O